3-iodo-1,2,3,3a,4,8b-hexahydrocyclopenta[b]indole-7-carboxylic acid methyl ester COC(=O)C1=CC=2C3C(NC2C=C1)C(CC3)I